FC(C1=NN=C(O1)C1=CC(=C(CN(C(=O)N2CCS(CC2)(=N)=O)C2=CC(=C(C=C2)F)F)C=C1)F)F N-(4-(5-(difluoromethyl)-1,3,4-oxadiazol-2-yl)-2-fluorobenzyl)-N-(3,4-difluorophenyl)-1-iminothiomorpholine-4-carboxamide 1-oxide